N-(t-butoxycarbonyl)-5-norbornene-2-methylamine C(C)(C)(C)OC(=O)NCC1C2C=CC(C1)C2